3,15,17-trimethylpentatriacontane CC(CC)CCCCCCCCCCCC(CC(CCCCCCCCCCCCCCCCCC)C)C